methyl 6-(benzyloxy)furo[3,2-c][1,2,4]triazolo[1,5-a]pyridine-5-carboxylate C(C1=CC=CC=C1)OC=1C2=C(C=3N(C1C(=O)OC)N=CN3)C=CO2